(S) and (R)-citronellal CC(C)=CCC[C@H](C)CC=O |r|